(S)-N-(5-chloropyridin-2-yl)-2-((S)-4,4-difluoro-3-(1H-1,2,4-triazol-5-yl)piperidin-1-yl)propanamide ClC=1C=CC(=NC1)NC([C@H](C)N1C[C@H](C(CC1)(F)F)C1=NC=NN1)=O